C(C1=CC=CC=C1)C1(C(C=CC(=C1)N1CCOCC1)CC(CC)=O)N(C)C 2-benzyl-2-(dimethylamino)-4-morpholinophenylbutanone